FC(OC1=NC=C(C(=C1)C1=NC(=CC=C1C(C)O)N1C=NC2=C1C=CC(=C2)NC=2N=NC(=CC2)C)C)F 1-[2-[2-(Difluoromethoxy)-5-methyl-4-pyridinyl]-6-[5-[(6-methylpyridazin-3-yl)amino]benzimidazol-1-yl]-3-pyridinyl]ethanol